OCC(C(N1CCCC1)=O)N1N=C(C(=C1)C)NC=1SC(=CN1)C(=O)NC1=C(C(=CC=C1C)O)C 2-((1-(3-Hydroxy-1-oxo-1-(pyrrolidin-1-yl)propan-2-yl)-4-methyl-1H-pyrazol-3-yl)amino)-N-(3-hydroxy-2,6-dimethylphenyl)thiazole-5-carboxamide